C1(=CC=C(C=C1)S(=O)(=O)ON=C1C=CC(S1)=C(C#N)C1=C(C=CC=C1)C)C 5-(4-tolylsulfonyloxy)imino-5H-thiophen-2-ylidene-(2-methylphenyl)acetonitrile